C(CC)S(=O)(=O)N1CCN(CC1)C=1C2=C(N=CN1)NC=C2 4-(4-(propylsulfonyl)piperazin-1-yl)-7H-pyrrolo[2,3-d]pyrimidin